BrC1=C(C=C(C=C1CO)F)S(=O)(=O)N 2-bromo-5-fluoro-3-(hydroxymethyl)benzenesulfonamide